OC[C@H]1N(CCC1)C1=NC(=NC2=CC(=CC=C12)C#N)NC=1N=CN(C1)C1=CC(=C(C(=C1)OC)OC)OC (S)-4-(2-(hydroxymethyl)pyrrolidin-1-yl)-2-((1-(3,4,5-trimethoxyphenyl)-1H-imidazol-4-yl)amino)quinazoline-7-carbonitrile